(2R,3S,5R)-3-(3,4-difluoro-2-methoxyphenyl)-N-(1,3-dioxoisoindol-5-yl)-5-methyl-5-(trifluoromethyl)tetrahydrothiophene-2-carboxamide FC=1C(=C(C=CC1F)[C@H]1[C@@H](S[C@](C1)(C(F)(F)F)C)C(=O)NC=1C=C2C(NC(C2=CC1)=O)=O)OC